[Ag]O.[Cu] copper silver hydroxide